N-cis-4-Hydroxytetra-hydrothiophen-3-yl-3-oxo-2-(pyridin-3-yl)-6-[4-(trifluoromethyl)phenyl]-2,3-dihydropyridazine-4-carboxamide OC1C(CSC1)C1=C(C(N(N=C1C1=CC=C(C=C1)C(F)(F)F)C=1C=NC=CC1)=O)C(=O)N